(3R,4R)-1-cyclohexyl-4-{[5-(2,4-difluoro-phenyl)-isoxazole-3-carbonyl]-amino}-piperidine-3-carboxylic acid (oxazol-5-ylmethyl)-amide O1C=NC=C1CNC(=O)[C@@H]1CN(CC[C@H]1NC(=O)C1=NOC(=C1)C1=C(C=C(C=C1)F)F)C1CCCCC1